FC=1C=C(C=CC1F)[C@H]1[C@@H](CN(C1)CCOC)NC(=O)NC1=C(C(=NN1C1=CC=CC=C1)C=1C=NN(C1)CCO)C 1-((3S,4R)-4-(3,4-difluorophenyl)-1-(2-methoxyethyl)pyrrolidin-3-yl)-3-(1'-(2-hydroxyethyl)-4-methyl-1-phenyl-1H,1'H-[3,4'-bipyrazol]-5-yl)urea